C(C)(C)(C)OC(=O)N1CCC2(CC1)COC=1C2=NC2=C(C1)NC(=C2C=2C(=C(C=1N(C2)N=CN1)C)C)C(C)C 5-(7,8-Dimethyl-[1,2,4]triazolo[1,5-a]pyridin-6-yl)-6-isopropyl-2H,7H-spiro[furo[3,2-b]pyrrolo[2,3-e]pyridine-3,4'-piperidin]-1'-carboxylic acid tert-butyl ester